4-({[1-(2-Chlorobenzoyl)-3-[1-(dimethylsulfamoyl)-4-oxo-3-(trifluoromethyl)azetidin-2-yl]-4-methoxy-1H-pyrazol-5-yl]oxy}methyl)benzol ClC1=C(C(=O)N2N=C(C(=C2OCC2=CC=CC=C2)OC)C2N(C(C2C(F)(F)F)=O)S(N(C)C)(=O)=O)C=CC=C1